pyromellitic acid tetrachloride C(C=1C(C(=O)Cl)=CC(C(=O)Cl)=C(C(=O)Cl)C1)(=O)Cl